ClC1=C2C(=NN(C2=CC=C1)S(=O)(=O)C1=CC=C(C=C1)C)N1CCC(CCC1)(F)F 4-chloro-3-(4,4-difluoroazepan-1-yl)-1-(p-tolylsulfonyl)indazole